2-{[8-(3,4-dihydro-2H-1,4-benzoxazin-7-yl)-3-oxo-1H,2H,3H-benzo[e]isoindol-2-yl]methyl}prop-2-enamide O1CCNC2=C1C=C(C=C2)C=2C=CC1=C(C=3CN(C(C3C=C1)=O)CC(C(=O)N)=C)C2